(piperidin-4-yl)quinolin N1CCC(CC1)C1=NC2=CC=CC=C2C=C1